CN1N=CC(=C1C1=CC=2N(C=C1)N=C(C2)NC(=O)C2CC2)OC[C@H]2N(CCC2)C N-[5-[2-methyl-4-[[(2S)-1-methylpyrrolidin-2-yl]methoxy]pyrazol-3-yl]pyrazolo[1,5-a]pyridin-2-yl]cyclopropanecarboxamide